[N-]=C=O.[N-]=C=O.CC(C1=CC(=CC=C1)C(C)C)C α,α,α',α'-tetramethyl-1,3-xylene diisocyanate